(1R,5S,6s)-N-[6-(1,3-dimethylpyrazol-4-yl)pyridazin-3-yl]-3-(2,3,3-trimethylbutyl)-3-azabicyclo[3.1.0]hexan-6-amine CN1N=C(C(=C1)C1=CC=C(N=N1)NC1[C@@H]2CN(C[C@H]12)CC(C(C)(C)C)C)C